8-[(3R)-3-amino-1-piperidinyl]-7-(3-bromo-2-butenyl)-3,7-dihydro-3-methyl-1-[(4-methyl-2-quinazolinyl)methyl]-1H-purine-2,6-dione N[C@H]1CN(CCC1)C1=NC=2N(C(N(C(C2N1CC=C(C)Br)=O)CC1=NC2=CC=CC=C2C(=N1)C)=O)C